ClC1=C2C=NNC2=CC=C1NC1=NN(C2=CC=CC=C12)C=1C=CC(=C(C1)NC(=O)C=1C=NN(C1)C)F N-(5-(3-((4-chloro-1H-indazol-5-yl)amino)-1H-indazol-1-yl)-2-fluorophenyl)-1-methyl-1H-pyrazole-4-carboxamide